4,4-difluoro-3-methyl-1-phenyl-3-buten-1-one FC(=C(CC(=O)C1=CC=CC=C1)C)F